5-quinolinecarboxylic acid N1=CC=CC=2C(=CC=CC12)C(=O)O